ClC=1C=CC(=C(C1)CNC1(CC1)C=1C=NC=CC1C1=C(C=CC=C1)OC1CC1)C(F)(F)F N-{1-[5-chloro-2-(trifluoromethyl)phenyl]methyl}-1-[4-(2-cyclopropoxyphenyl)pyridin-3-yl]cyclopropan-1-amine